O=C1NCC2=C1SC(=C2)C=O 6-oxo-4H,5H-thieno[2,3-c]pyrrole-2-carbaldehyde